S(=O)(=O)(O)C(F)(F)C(F)(F)C(F)(F)C(F)(F)F.FC(C(C(C(F)(F)F)(F)F)(F)F)(S(=O)(=O)O)F perfluorobutylsulfonate (nonaflate)